C(C1=CC=CC=C1)SC1=CC(=C(C=C1)NC1=NC=C(C(=N1)Cl)C(F)(F)F)C N-(4-benzylsulfanyl-2-methyl-phenyl)-4-chloro-5-(trifluoromethyl)pyrimidin-2-amine